FC1=C(SC(=C1)C(C)(C)O)[S@@](=O)(N)=NC(NC1=C2C(CCC2=CC=2CCCC12)=O)=O (R)-3-fluoro-5-(2-hydroxypropan-2-yl)-N'-((3-oxo-1,2,3,5,6,7-hexahydro-s-indacen-4-yl)carbamoyl)thiophene-2-sulfonimidamide